behenyl-ammonium chloride [Cl-].C(CCCCCCCCCCCCCCCCCCCCC)[NH3+]